bis((3,4-epoxy cyclohexyl) methyl) adipate C(CCCCC(=O)OCC1CC2C(CC1)O2)(=O)OCC2CC1C(CC2)O1